cadmium 1,2-ethanedisulfonate C(CS(=O)(=O)[O-])S(=O)(=O)[O-].[Cd+2]